3-(2-amino-benzooxazol-5-yl)-1-isopropyl-1H-pyrazolo[3,4-d]pyrimidin-6-ylamine NC=1OC2=C(N1)C=C(C=C2)C2=NN(C1=NC(=NC=C12)N)C(C)C